BrC1=C(C=CC(=C1)C)CS(=O)(=O)NC1=C(C=C(C=C1)C1=NC=2C=NC(=NC2N(C1=O)C(C)C)SC)F 1-(2-bromo-4-methyl-phenyl)-N-(2-fluoro-4-(8-isopropyl-2-methylsulfanyl-7-oxo-pteridin-6-yl)phenyl)methanesulfonamide